methyl (5-((4-bromobenzyl)oxy)-4-oxo-4H-chromene-2-carbonylamino)-L-phenylalaninate BrC1=CC=C(COC2=C3C(C=C(OC3=CC=C2)C(=O)NN[C@@H](CC2=CC=CC=C2)C(=O)OC)=O)C=C1